C(C)(C)(C)OC(N(CC1=CC(=C(C=C1)C1=CC=CC=C1)Cl)CCC(=O)NCCCNC1=C2C=NNC2=CC=C1)=O.C(=C)[Si](OCCCCCC)(OC)OC vinyldimethoxy-hexoxysilane tert-butyl-(3-((3-((1H-indazol-4-yl)amino)propyl)amino)-3-oxopropyl)((2-chloro-[1,1'-biphenyl]-4-yl)methyl)carbamate